9-fluoro-11,17-dihydroxy-17-(2-hydroxyacetyl)-10,13,16-trimethyl-6,7,8,11,12,14,15,16-octahydrocyclopenta[a]phenanthren-3-one FC12C(CC3(C(C(CC3C1CCC1=CC(C=CC21C)=O)C)(C(CO)=O)O)C)O